3-(7-hydroxy-1-methyl-1H-indazol-3-yl)-piperidine-2,6-dione OC=1C=CC=C2C(=NN(C12)C)C1C(NC(CC1)=O)=O